C(C)(=O)C1=C(C(=C(C(=C1OCC)Cl)[C@@H](C)N(C(=O)NC1(CC(C1)OCC)C(=O)O)CCO[C@@H](C)C1=CC=CC=C1)Cl)OCC Trans-1-[([(1R)-1-(4-Acetyl-2,6-Dichloro-3,5-Diethoxyphenyl)Ethyl]{2-[(1S)-1-Phenylethoxy]Ethyl}Carbamoyl)Amino]-3-Ethoxycyclobutane-1-Carboxylic Acid